2,2'-dithioxo-[5,5']bithiazolidinylidene S=C1SC(CN1)=C1CNC(S1)=S